acetic acid 4-(but-2-enoyl)-3,5,6-trimethylcyclohex-2-ene-1-yl ester C(C=CC)(=O)C1C(=CC(C(C1C)C)OC(C)=O)C